2-fluoro-N-(1-(4-(trifluoromethyl)phenyl)-1,2,3,4-tetrahydroquinolin-3-yl)acrylamide FC(C(=O)NC1CN(C2=CC=CC=C2C1)C1=CC=C(C=C1)C(F)(F)F)=C